COCC=1C=C(C=NC1)N1CC=2N=C(N=CC2CC1)NC=1C=CC(=C(C1)CO)C1CCOCC1 (5-((7-(5-(methoxymethyl)pyridin-3-yl)-5,6,7,8-tetrahydropyrido[3,4-d]pyrimidin-2-yl)amino)-2-(tetrahydro-2H-pyran-4-yl)phenyl)methanol